ClC=1C(=NC=CC1C=1C(=C(C=CC1)NC(=O)C1=CC=C(C=N1)CN(C(OC(C)(C)C)=O)C[C@H]1NC(CC1)=O)C)C1=CC(=C(C=C1)C=O)OC tert-butyl (S)-((6-((3-(3-chloro-2-(4-formyl-3-methoxyphenyl)pyridin-4-yl)-2-methylphenyl)carbamoyl)pyridin-3-yl)methyl)((5-oxopyrrolidin-2-yl)methyl)carbamate